1-(5-(2-Fluorophenyl)-4-methoxy-1-((6-methylpyridin-3-yl)sulfonyl)-1H-pyrrol-3-yl)-N-methyl-methaneamine FC1=C(C=CC=C1)C1=C(C(=CN1S(=O)(=O)C=1C=NC(=CC1)C)CNC)OC